FC1=C(C=CC=C1F)NC=1N(C2=NC(=NC=C2N1)NC1(CCOCC1)C)C1CCC(CC1)C(=O)N (1S,4S)-4-(8-((2,3-difluorophenyl)amino)-2-((4-methyltetrahydro-2H-pyran-4-yl)amino)-9H-purin-9-yl)cyclohexane-1-carboxamide